C1(CC1)[C@]1(C(N(C[C@H]1C)C=1C=2N(N=CC1)C=C(C2)C2=CC(=NC=C2F)OC)=O)C#N (3R,4S)-3-cyclopropyl-1-[6-(5-fluoro-2-methoxypyridin-4-yl)pyrrolo[1,2-b]pyridazin-4-yl]-4-methyl-2-oxopyrrolidine-3-carbonitrile